NC1=NC2=CC(=CC=C2C=C1)CN(C(=O)C=1C=NC=CC1)C1=CC=CC=2N=CSC21 N-[(2-aminoquinolin-7-yl)methyl]-N-(1,3-benzothiazol-7-yl)pyridine-3-carboxamide